3-(2-iodophenoxy)-2-propanone IC1=C(OCC(C)=O)C=CC=C1